C(C1=CC=CC=C1)OC1=NC=C(C=C1C(CN1[C@@H](CN(CC1)C(=O)OC(C)(C)C)CO)O)Cl tert-butyl (3S)-4-(2-(2-(benzyloxy)-5-chloropyridin-3-yl)-2-hydroxyethyl)-3-(hydroxymethyl)piperazine-1-carboxylate